2-hexyldecyl 3-((4-((2-(dimethylamino)ethyl)amino)-3-(2-hexyldecanamido)-4-oxobutyl)thio)propanoate CN(CCNC(C(CCSCCC(=O)OCC(CCCCCCCC)CCCCCC)NC(C(CCCCCCCC)CCCCCC)=O)=O)C